COCN1N=CC(=C1)[C@H]1CN(C[C@H](O1)C)S(=O)(=O)C1=CC=C(C=C1)C (2S,6R)-2-[1-(methoxymethyl)pyrazol-4-yl]-6-methyl-4-(p-tolylsulfonyl)morpholine